OCCOCCOC=1C=C(C=C(C1OCCOCCO)OCCOCCO)C1(C2=CC=CC=C2C=2C=CC=CC12)C1=CC(=C(C(=C1)OCCOCCO)OCCOCCO)OCCOCCO 9,9-bis{3,4,5-tri[2-(2-hydroxyethoxy)ethoxy]phenyl}fluorene